ClC=1C(=CC(=C(C(=O)NC=2C(=NC(=CC2)OC)C)C1)NC1=C(C=C(C=C1)F)CC)F 5-chloro-2-((2-ethyl-4-fluorophenyl)-amino)-4-fluoro-N-(6-methoxy-2-methylpyridin-3-yl)benzamide